(E)-4-fluoro-5-(1H-imidazol-1-yl)-2-(6-(pyrrolidin-3-ylidenemethyl)-1,2,4-triazin-3-yl)phenol FC1=CC(=C(C=C1N1C=NC=C1)O)C=1N=NC(=CN1)/C=C\1/CNCC1